FC(C1=NNC=2C(CCCC12)=O)(F)F 3-(trifluoromethyl)-1,4,5,6-tetrahydroindazol-7-one